5-(1-(2,2-difluoroethyl)-2-methyl-1H-benzo[d]imidazol-6-yl)-N-((3R,4R)-3-fluoro-1-(2-methoxyethyl)piperidin-4-yl)-4-methoxypyrrolo[2,1-f][1,2,4]triazin-2-amine FC(CN1C(=NC2=C1C=C(C=C2)C=2C=CN1N=C(N=C(C12)OC)N[C@H]1[C@@H](CN(CC1)CCOC)F)C)F